C(C)(C)(C)OC(=O)N1CC(NCC1)CC(=O)OC 3-(2-methoxy-2-oxoethyl)piperazine-1-carboxylic acid tert-butyl ester